C(\C=C/C(=O)O)(=O)O.C(\C=C/C(=O)O)(=O)O.N1=CN=CC2=CC=CC=C12 quinazoline dimaleate